((1r,4r)-4-phenylcyclohexyl)-5-(3-(trifluoromethyl)benzyl)pyrimidine-2,4(1h,3h)-dione C1(=CC=CC=C1)C1CCC(CC1)N1C(NC(C(=C1)CC1=CC(=CC=C1)C(F)(F)F)=O)=O